ClC=1C=C2C(N(CN(C2=CC1C(F)F)C1=C(C=C(C=C1)F)C)C1=C(C=[N+](C=C1)[O-])C)=O 4-(6-Chloro-7-(difluoromethyl)-1-(4-fluoro-2-methylphenyl)-4-oxo-1,4-dihydro-quinazolin-3(2H)-yl)-3-methylpyridine 1-oxide